4-((7-((4-(chlorodifluoromethoxy)phenyl)carbamoyl)-4-isopropyl-5-(1H-pyrazol-5-yl)-1,2,3,3a,4,8b-hexahydrocyclopenta[b]indol-3-yl)amino)-4-oxobutanoic acid ClC(OC1=CC=C(C=C1)NC(=O)C1=CC=2C3C(N(C2C(=C1)C1=CC=NN1)C(C)C)C(CC3)NC(CCC(=O)O)=O)(F)F